tert-butyl (±)-cis-3-fluoro-4-hydroxy-piperidine-1-carboxylate F[C@@H]1CN(CC[C@@H]1O)C(=O)OC(C)(C)C |r|